N5-(3-chloro-4-fluorophenyl)-N3-[(2R)-1,1-difluoropropan-2-yl]-4H,5H,6H,7H-[1,2]oxazolo[4,3-c]pyridine-3,5-dicarboxamide ClC=1C=C(C=CC1F)NC(=O)N1CC=2C(CC1)=NOC2C(=O)N[C@@H](C(F)F)C